N-[(5-chloro-2-methylphenyl)methyl]-1-(4-methoxyphenyl)-5-oxopyrrolidine-3-carboxamid ClC=1C=CC(=C(C1)CNC(=O)C1CN(C(C1)=O)C1=CC=C(C=C1)OC)C